[P].[Ge].[Na] sodium germanium phosphorus